(2-(1-(Pyridin-4-yl)piperidin-3-yl)-1,6-naphthyridin-7-yl)methanamine N1=CC=C(C=C1)N1CC(CCC1)C1=NC2=CC(=NC=C2C=C1)CN